tert-butyl N-(cyclopropylmethyl)-N-[4-[4-[[3-(difluoromethyl)-1-[4-(methylaminomethyl)cyclohexyl]pyrazol-4-yl]-methyl-carbamoyl]oxazol-2-yl]-2-pyridyl]carbamate C1(CC1)CN(C(OC(C)(C)C)=O)C1=NC=CC(=C1)C=1OC=C(N1)C(N(C)C=1C(=NN(C1)C1CCC(CC1)CNC)C(F)F)=O